C(CCCCCCC\C=C/CCCCCCCC)(=O)N[Na] oleamidosodium